C(N1N=C(C(=C1)[N+](=O)[O-])O[C@H]1[C@H](OC1)C)([2H])([2H])[2H] 1-(methyl-d3)-3-(((2R,3R)-2-methyloxetan-3-yl)oxy)-4-nitro-1H-pyrazole